C12N(CCCC2C1)C(=O)C=1C=C2C=CC=C(C2=CC1)C=1C=C2C=NNC(C2=CC1)=O 6-(6-(2-azabicyclo[4.1.0]heptane-2-carbonyl)naphthalen-1-yl)phthalazin-1(2H)-one